[O].C(=O)=C1CC(NC(C1)(C)C)(C)C 4-carbonyl-2,2,6,6-tetramethyl-piperidine oxygen